3-(1-methyl-7-(3-(piperazin-1-yl)piperidin-1-yl)-1H-indazol-3-yl)piperidine-2,6-dione CN1N=C(C2=CC=CC(=C12)N1CC(CCC1)N1CCNCC1)C1C(NC(CC1)=O)=O